FC1=C(C=C(C=O)C=C1)C 4-FLUORO-3-METHYLBENZALDEHYDE